tert-Butyl 7-((Benzyloxy)carbonyl)-2,7-diazaspiro[3.5]nonane-2-carboxylate C(C1=CC=CC=C1)OC(=O)N1CCC2(CN(C2)C(=O)OC(C)(C)C)CC1